COC1=CC=C(C=C1)C1(SCCCS1)/C=C/C=1N(C=CC1)C1=CC=CC=C1 (E)-2-(2-(2-(4-methoxyphenyl)-1,3-dithian-2-yl)vinyl)-1-phenyl-pyrrole